3,6-difluorophthalhydrazide FC1=C2C(C(=O)NNC2=O)=C(C=C1)F